5'-chloro-2'-{[4-(pyridin-4-yl)piperazin-1-yl]methyl}-7',8'-dihydro-6'H-spiro[cyclohexane-1,9'-furo[2,3-f]quinazoline]-7'-one ClC=1C=C2C(=C3C4(NC(NC13)=O)CCCCC4)OC(=C2)CN2CCN(CC2)C2=CC=NC=C2